(Z)-3-(4-chlorophenyl)-2-phenylacrylonitrile ClC1=CC=C(C=C1)\C=C(/C#N)\C1=CC=CC=C1